FC1=C(C(=CC(=C1)OC1CN(C1)CCCF)F)[C@H]1N([C@@H](CC2=C1NC1=CC=CC=C21)C)CC(CO)(C)F 3-((1R,3R)-1-(2,6-difluoro-4-((1-(3-fluoropropyl)azetidin-3-yl)oxy)phenyl)-3-methyl-1,3,4,9-tetrahydro-2H-pyrido[3,4-b]indol-2-yl)-2-fluoro-2-methylpropan-1-ol